NC1=C2C(=C3C(=N1)C=CS3)N(C(=N2)CCCC)CC2=CC=C(CNC3CN(CCC3)C(=O)OC(C)(C)C)C=C2 tert-butyl 3-((4-((4-amino-2-butyl-1H-imidazo[4,5-d]thieno[3,2-b]pyridin-1-yl)methyl)benzyl)amino)piperidine-1-carboxylate